C(C)OC(=O)N1CCN(CCC1)C1CCC(CC1)C=1NC(=C(N1)CC)C 4-[4-(4-Ethyl-5-methyl-1H-imidazol-2-yl)cyclohexyl]-1,4-diazepan-1-carboxylic acid ethyl ester